ClC1=CC(=C(C=C1)C=1N=NNN1)C(OC)OC (d)-5-(4-chloro-2-(dimethoxymethyl)phenyl)-2H-tetrazole